N(C1=CC=CC=C1)C1=NC(=NC(=N1)NC1=CC=CC=C1)NC1=CC=CC=C1 trianilino-s-triazine